CN(C(=S)SSSSC(N(C)C)=S)C N,N-dimethylthiocarbamoyltetrasulfide